(3ar,5R,6ar)-5-((R)-2,2-dimethyl-1,3-dioxol-4-yl)-2,2-dimethyl-6-vinyltetrahydrofurano[2,3-d][1,3]dioxol-6-ol CC1(OC=C(O1)[C@H]1C([C@@H]2[C@@H](OC(O2)(C)C)O1)(O)C=C)C